rel-1-{3-chloro-4-[(3,5-difluoropyridin-2-yl)methoxy]-5',6-dimethyl-2-oxo-[1,4'-bipyridin]-2'-yl}-N-cyclopropylpyrazole-3-carboxamide ClC=1C(N(C(=CC1OCC1=NC=C(C=C1F)F)C)C1=CC(=NC=C1C)N1N=C(C=C1)C(=O)NC1CC1)=O